3-METHYL-1-BUTENE CC(C=C)C